C(C)OC1=CC(=NC=C1C#N)C(C)N1C(C2=CC(=CC(=C2CC1)C(C(F)(F)F)O)CCN(C)CC)=O 4-ethoxy-6-(1-(7-(2-(ethyl(methyl)amino)ethyl)-1-oxo-5-(2,2,2-trifluoro-1-hydroxyethyl)-3,4-dihydroisoquinolin-2(1H)-yl)ethyl)nicotinonitrile